ClC=1C(=NC(=NC1)N1C[C@H](C(CC1)(F)F)O)NC1=CC=2C3=C(C(N(C2C=C1)C)=O)OCC([C@@H](N3)C3CC3)(F)F (S)-10-((5-Chloro-2-((R)-4,4-difluoro-3-hydroxypiperidin-1-yl)pyrimidin-4-yl)amino)-2-cyclopropyl-3,3-difluoro-7-methyl-1,2,3,4-tetrahydro-[1,4]oxazepino[2,3-c]chinolin-6(7H)-on